1,2-dimethylbenzoimidazole CN1C(=NC2=C1C=CC=C2)C